2-cyano-N-ethyl-N-(tetrahydro-2H-pyran-4-yl)acetamide C(#N)CC(=O)N(C1CCOCC1)CC